C1(=CC=CC=C1)[C@H]1CC[C@H](CC1)OC[C@@H]1N(CCC[C@@H]1C1=NNC=C1)C(=O)OCCC#CC pent-3-yn-1-yl (CIS)-2-((((CIS)-4-phenylcyclohexyl)oxy) methyl)-3-(1H-pyrazol-3-yl)piperidine-1-carboxylate